C(C)(C)(C)C1=C(C(=CC(=C1)C(C1=CC=CC=C1)SCCO)C(C)(C)C)O 2,6-bis-tert-butyl-4-(((2-hydroxyethyl)thio)(phenyl)methyl)phenol